ClC=1C(=NC=CC1SC=1N=C2C(=NC1)NC(=N2)N2CCC1(CC2)[C@@H](C2=CC=CC=C2C1)N)NCC (S)-1'-(5-((3-chloro-2-(ethylamino)pyridin-4-yl)thio)-1H-imidazo[4,5-b]pyrazin-2-yl)-1,3-dihydrospiro[indene-2,4'-piperidin]-1-amine